3-n-hexylimidazolium C(CCCCC)[N+]1=CNC=C1